BrC=1C=CC2=C(N=C(O2)NC(CCCCCCNC(OC(C)(C)C)=O)=O)C1 Tert-butyl (7-((5-bromobenzo[d]oxazol-2-yl) amino)-7-oxoheptyl)carbamate